6-(4-(2-(tert-butoxycarbonylamino)ethoxy)phenyl)quinoline-4-carboxylic acid C(C)(C)(C)OC(=O)NCCOC1=CC=C(C=C1)C=1C=C2C(=CC=NC2=CC1)C(=O)O